2-[5-chloro-2-(trifluoromethoxy)pyridin-4-yl]-1-[(2S)-7-methyl-6-(pyrimidin-2-yl)-3,4-dihydro-1H-spiro[1,8-naphthyridine-2,3'-pyrrolidin]-1'-yl]propan-1-one ClC=1C(=CC(=NC1)OC(F)(F)F)C(C(=O)N1C[C@]2(CC1)NC1=NC(=C(C=C1CC2)C2=NC=CC=N2)C)C